ClC1=C(C=CC=C1)N1C(N=C(C2=C1N=C(C=C2)C(F)(F)F)NC=2C=NC=CC2)=O 1-(2-chlorophenyl)-4-(pyridin-3-yl-amino)-7-(trifluoromethyl)pyrido[2,3-d]-pyrimidin-2(1H)-one